heptane-4,4-diol CCCC(CCC)(O)O